(1-(2,6-Dimethoxyphenyl)-2-(6-ethoxypyridin-2-yl)-1H-imidazo[4,5-b]pyrazin-6-yl)cyclobutanesulfonamide COC1=C(C(=CC=C1)OC)N1C(=NC=2C1=NC(=CN2)C2(CCC2)S(=O)(=O)N)C2=NC(=CC=C2)OCC